6,10-Anhydro-8,9,11-Tri-O-benzyl-3-[(tert-butoxycarbonyl)amino]-1-O-[tert-butyl-(diphenyl)silyl]-2,3,4,5,7-Pentadeoxy-7-nitro-D-erythro-L-galacto-undeca-4-ynitol C(C1=CC=CC=C1)O[C@@H]1[C@H]([C@H](C#C[C@@H](CCO[Si](C2=CC=CC=C2)(C2=CC=CC=C2)C(C)(C)C)NC(=O)OC(C)(C)C)O[C@@H]([C@H]1OCC1=CC=CC=C1)COCC1=CC=CC=C1)[N+](=O)[O-]